3-(4,7-Dimethoxybenzofuran-5-yl)-1-(3'-trifluoromethylphenyl)-propan-1-one COC1=C(C=C(C2=C1C=CO2)OC)CCC(=O)C2=CC(=CC=C2)C(F)(F)F